(2-(2-chlorophenyl)-1-methyl-4,5,6,7-tetrahydro-1H-benzo[d]imidazol-6-yl)-2-methyl-5,6,7,8-tetrahydroimidazo[1,2-a]pyrazine ClC1=C(C=CC=C1)C1=NC2=C(N1C)CC(CC2)C2=C(N=C1N2CCNC1)C